ClC=1C(=C(C#N)C=C(C1)OC1=CC=C(C=C1)C=1C=C2N=CC(NC2=CC1)=O)OCCCl 3-chloro-2-(2-chloroethoxy)-5-(4-(2-oxo-1,2-dihydroquinoxalin-6-yl)phenoxy)benzonitrile